C1(CCCCC1)[C@@H](C(=O)N1C[C@H](N(CC1)C(=O)C=1N(C2=CC(=CC=C2C1)OC)C)C)NC(OC(C)(C)C)=O tert-Butyl ((S)-1-cyclohexyl-2-((R)-4-(6-methoxy-1-methyl-1H-indole-2-carbonyl)-3-methylpiperazin-1-yl)-2-oxoethyl)carbamate